CN(CCOCCN(C)CCOCCN(C)C)C 2-(2-(dimethylamino)ethoxy)-N-(2-(2-(dimethylamino)ethoxy)ethyl)-N-methylethan-1-amine